(S)-1-(4-(benzylamino)-7-(4-fluoropyrrolidin-2-yl)pyrrolo[2,1-f][1,2,4]triazin-2-yl)-2-methyl-1H-indole-4-carbonitrile C(C1=CC=CC=C1)NC1=NC(=NN2C1=CC=C2[C@H]2NCC(C2)F)N2C(=CC=1C(=CC=CC21)C#N)C